ClC=1N=CC2=CC=NC=C2C1 3-chloro-2,6-naphthyridine